3-benzyloxy-5-hydroxybenzoic acid methyl ester COC(C1=CC(=CC(=C1)O)OCC1=CC=CC=C1)=O